N(=[N+]=[N-])C(C(=O)C1=CC=C(C=C1)Cl)I 2-azido-1-(4-chlorophenyl)-2-iodoethane-1-one